ClC=1C(=CC(=C(C(=O)NS(=O)(=O)C2=CC=C(O[C@H]3CN(CC3)C(=O)OC(C)(C)C)C=C2)C1)F)OCC1CCCC1 (R)-tert-butyl 3-(4-(N-(5-chloro-4-(cyclopentylmethoxy)-2-fluorobenzoyl)-sulfamoyl)phenoxy)pyrrolidine-1-carboxylate